4-chloro-7-nitro-1H-spiro[2,1-benzothiazole-3,1'-cyclopentane]-2,2-dioxide ClC1=CC=C(C2=C1C1(CCCC1)S(N2)(=O)=O)[N+](=O)[O-]